C(C(=C)C)(=O)OC1=CC=C(C=C1)N=NC=1C=C(C=C(C(=O)O)C1)C(=O)O 5-[(4-(methacryloyloxy)phenyl)diazenyl]isophthalic acid